3-(5-fluoropyrimidin-2-yl)-6-methylpyridine-2-carbonitrile FC=1C=NC(=NC1)C=1C(=NC(=CC1)C)C#N